Diethylmalonic acid, di(2-chlorophenyl) ester C(C)C(C(=O)OC1=C(C=CC=C1)Cl)(C(=O)OC1=C(C=CC=C1)Cl)CC